C(C)(C)(C)C=1NN2C(=CC(C(=C2)C)=O)C1 2-(Tert-butyl)-6-methyl-5-oxopyrazolo[1,5-a]pyridine